3-bromo-2-hydroxy-4-((1-hydroxy-2,6-dimethyl-4-oxocyclohexa-2,5-diene-1-carbonyl)oxy)-5,6-dimethylbenzoic acid BrC=1C(=C(C(=O)O)C(=C(C1OC(=O)C1(C(=CC(C=C1C)=O)C)O)C)C)O